O[C@]1(CC([C@H](CC1)C(=O)O)(C)C)C=1SC(=CN1)C1=CC(=CC(=C1)NC1=NC=CC(=N1)C(F)(F)F)C (1S,4R)-4-hydroxy-2,2-dimethyl-4-[5-(3-methyl-5-{[4-(trifluoromethyl)pyrimidin-2-yl]amino}phenyl)-1,3-thiazol-2-yl]cyclohexanecarboxylic acid